2-(3,3'',5,5''-tetra-tert-butyl-1,1':3',1''-terphenyl-5'-yl)-4,6-diphenyl-1,3,5-triazine C(C)(C)(C)C=1C=C(C=C(C1)C(C)(C)C)C1=CC(=CC(=C1)C1=NC(=NC(=N1)C1=CC=CC=C1)C1=CC=CC=C1)C1=CC(=CC(=C1)C(C)(C)C)C(C)(C)C